(3R*,4R*)-1-Cyclohexyl-4-{[5-(2,4-difluoro-phenyl)-isoxazole-3-carbonyl]-amino}-piperidine-3-carboxylic acid (3-methyl-isoxazol-5-ylmethyl)-amide CC1=NOC(=C1)CNC(=O)[C@@H]1CN(CC[C@H]1NC(=O)C1=NOC(=C1)C1=C(C=C(C=C1)F)F)C1CCCCC1 |o1:10,15|